C(C=C)(=O)OC1=C(C(C(=O)[O-])=CC=C1)C(=O)[O-] acryloxyphthalate